5,6-difluoro-7-(methylamino)-2-(((tetrahydro-2H-pyran-4-yl)thio)methyl)quinazolin-4(3H)-one FC1=C2C(NC(=NC2=CC(=C1F)NC)CSC1CCOCC1)=O